trans-4-(5-(6-chloroquinolin-2-yl)-1,3,4-oxadiazol-2-yl)cyclohexanecarboxylic acid ClC=1C=C2C=CC(=NC2=CC1)C1=NN=C(O1)[C@@H]1CC[C@H](CC1)C(=O)O